anthra[1,2-b]pyrazine-2,3-dinitrile N1=C2C(=NC(=C1C#N)C#N)C=CC1=CC3=CC=CC=C3C=C12